tert-butyl 4-(4-fluorophenoxy)-butyrate FC1=CC=C(OCCCC(=O)OC(C)(C)C)C=C1